C(C)N1CCN(CC1)C=1C(=C(C=O)C=CC1)O (4-ethylpiperazin-1-yl)-2-hydroxybenzaldehyde